((S)-6,8-dichloro-1-methyl-3,4-dihydroisoquinolin-2(1H)-yl)(1-methylpiperazin-2-yl)methanone ClC=1C=C2CCN([C@H](C2=C(C1)Cl)C)C(=O)C1N(CCNC1)C